C(CCCC)[N+]1=CSC2=C1C=CC=C2 N-Pentylbenzothiazolium